C1C2(CCC=3C(=CC=CC13)N)CC2 3',4'-dihydro-1'H-spiro[cyclopropane-1,2'-naphthalene]-5'-Amine